methyl 4-(1H-imidazole-2-amido)-1-methylpyrrole-2-carboxylate N1C(=NC=C1)C(=O)NC=1C=C(N(C1)C)C(=O)OC